tert-butyl 3-((3-iodopyrazolo[1,5-a]pyridin-5-yl)carbamoyl)-5-methoxy-1H-indole-1-carboxylate IC=1C=NN2C1C=C(C=C2)NC(=O)C2=CN(C1=CC=C(C=C21)OC)C(=O)OC(C)(C)C